ClC1=CC=C(S1)CN(C=1C=C2N=C(C=NC2=CC1)C=1C=NN(C1)CCN1CCNCC1)C1=CC(=CC(=C1)OC)OC N-[(5-Chlorothiophen-2-yl)methyl]-N-(3,5-dimethoxyphenyl)-3-[1-(2-piperazin-1-ylethyl)pyrazol-4-yl]quinoxalin-6-amine